(3R)-4-oxo-7-[5-(1,2,2,2-tetrafluoro-1-methoxy-ethyl)-1,3,4-oxadiazol-2-yl]-3,5-dihydro-2H-1,5-benzothiazepin-3-yl carbamate C(N)(O[C@H]1CSC2=C(NC1=O)C=C(C=C2)C=2OC(=NN2)C(C(F)(F)F)(OC)F)=O